bis(3,5-diethyl-4-hydroxyphenyl) sulfone C(C)C=1C=C(C=C(C1O)CC)S(=O)(=O)C1=CC(=C(C(=C1)CC)O)CC